1-(1,3-dihydro-2H-isoindol-2-yl)-2-(1H-imidazol-2-ylsulfanyl)ethanone C1N(CC2=CC=CC=C12)C(CSC=1NC=CN1)=O